CC1=CCCC(C1/C=C(/C)\C(=O)C)(C)C 4-(2,6-trimethyl-2-cyclohexen-1-yl)-3-methyl-3-buten-2-one